FC(OC=1C=C(C=CC1OC(F)F)/C=C/C(=O)C1=C(C(=O)O)C=CC=C1)F 2-[(E)-3-[3,4-Bis(difluoromethoxy)phenyl]prop-2-enoyl]benzoic acid